trans-vinylene diisocyanate C(=C\N=C=O)/N=C=O